NC1=CC=C(C(=C1C(=O)NC)F)C 6-amino-2-fluoro-N,3-dimethylbenzamide